FC1=C(C=CC=C1)N1CCC(CC1)NC1=C2C(=NC3=CC(=C(C=C13)OC)COCCN1CCCC1)CCCCC2 1-(2-fluorophenyl)-N-(2-methoxy-3-{[2-(pyrrolidin-1-yl)ethoxy]methyl}-6H,7H,8H,9H,10H-cyclohepta[b]quinolin-11-yl)piperidin-4-amine